3-((hydroxyimino)methyl)piperidine-1-carboxylic acid tert-butyl ester C(C)(C)(C)OC(=O)N1CC(CCC1)C=NO